3-(trifluoromethoxy)-5-(trifluoromethyl)benzoic acid FC(OC=1C=C(C(=O)O)C=C(C1)C(F)(F)F)(F)F